[Si](C)(C)(C(C)(C)C)OCC(O)C1=NC=CN=C1 2-((tert-butyldimethylsilyl)oxy)-1-(pyrazin-2-yl)ethan-1-ol